5-(7-fluoro-2-methyl-2H-indazol-4-yl)-2-(6-{[(3R,4S)-3-fluoro-2,2,6,6-tetramethylpiperidin-4-yl]oxy}pyridazin-3-yl)pyridin-3-ol FC1=CC=C(C2=CN(N=C12)C)C=1C=C(C(=NC1)C=1N=NC(=CC1)O[C@@H]1[C@@H](C(NC(C1)(C)C)(C)C)F)O